Cl.NC(C(=O)N1C[C@H](N(CC1)C(=O)NC1=NC(N(C=C1)C1=CC=C(C=C1)CCN1C[C@H](CC1)CN)=O)C)(C)C (R)-4-(2-amino-2-methylpropanoyl)-N-(1-(4-(2-((R)-3-(aminomethyl)pyrrolidin-1-yl)ethyl)phenyl)-2-oxo-1,2-dihydropyrimidin-4-yl)-2-methylpiperazine-1-carboxamide hydrochloride salt